Tert-butyl 3-(7-bromo-8-fluoro-2-(methylthio)-6-(trifluoromethyl)quinazolin-4-yl)-3,8-diazabicyclo[3.2.1]octane-8-carboxylate BrC1=C(C=C2C(=NC(=NC2=C1F)SC)N1CC2CCC(C1)N2C(=O)OC(C)(C)C)C(F)(F)F